FC(C1=C(C=CC=C1)C1=CC2=C(N=C(S2)NC(=O)C2C(C3C=CC2C3)C(=O)O)C=C1)(F)F 3-[[6-[2-(Trifluoromethyl)phenyl]-1,3-benzothiazol-2-yl]carbamoyl]bicyclo[2.2.1]hept-5-ene-2-carboxylic acid